FC=1C=C(C=C2CNC(C12)=O)O 7-fluoro-5-hydroxyisoindolin-1-one